C1(CC1)[C@]1(C(NCC1)=O)C(F)F (R)-3-cyclopropyl-3-(difluoromethyl)pyrrolidin-2-one